ClC=1C=C(C=CC1)C(C)(C)N 2-(3-chlorophenyl)propan-2-amine